C(CCCCC)N(C1=CC=CC=C1)CCCCCC N,N-dihexyl-aniline